(R)-4-(7-(1-ethyl-1H-pyrazol-5-yl)-2-(1H-pyrrolo[2,3-b]pyridin-4-yl)thieno[3,2-d]pyrimidin-4-yl)-3-methylmorpholine C(C)N1N=CC=C1C1=CSC2=C1N=C(N=C2N2[C@@H](COCC2)C)C2=C1C(=NC=C2)NC=C1